(3-chloro-2-fluoro-6-(methylsulfonyl)phenyl)-3-methylpyrazine-2-carboxylic acid methyl ester COC(=O)C1=NC=C(N=C1C)C1=C(C(=CC=C1S(=O)(=O)C)Cl)F